2,2'-bis(diphenylphosphino)-4,4'-difluoro-6,6'-dimethyl-1,1'-biphenyl C1(=CC=CC=C1)P(C1=C(C(=CC(=C1)F)C)C1=C(C=C(C=C1C)F)P(C1=CC=CC=C1)C1=CC=CC=C1)C1=CC=CC=C1